C(C)C(C(=O)OOOC(C)(C)CC)CCCC t-Amylperoxy 2-ethylhexanoate